5-chloro-N-[(1s,4s)-4-{[4-cyano-3-(trifluoromethyl)phenyl]amino}cyclohexyl]-1H-pyrazole-4-carboxamide ClC1=C(C=NN1)C(=O)NC1CCC(CC1)NC1=CC(=C(C=C1)C#N)C(F)(F)F